6-(3-amino-2-fluorophenyl)-8-(2-fluorobenzyl)-2-(furan-2-ylmethyl)imidazo[1,2-a]pyrazine-3(7H)-one NC=1C(=C(C=CC1)C=1NC(=C2N(C1)C(C(=N2)CC=2OC=CC2)=O)CC2=C(C=CC=C2)F)F